1,4-bis-(4-methyl-5-phenyl-2-Oxazolyl)benzene CC=1N=C(OC1C1=CC=CC=C1)C1=CC=C(C=C1)C=1OC(=C(N1)C)C1=CC=CC=C1